1-(4-bromo-5-(4-cyano-3-fluorophenyl)-1H-pyrazolo[3,4-c]pyridin-7-yl)piperidine BrC1=C2C(=C(N=C1C1=CC(=C(C=C1)C#N)F)N1CCCCC1)NN=C2